1-(4-(methylsulfonyl)phenyl)piperazine CS(=O)(=O)C1=CC=C(C=C1)N1CCNCC1